6-(2,2-difluoroethyl)-2-[(6-{8-methyl-1H,2H,3H-pyrido[2,3-b][1,4]oxazin-7-yl}-5,6,7,8-tetrahydro-2,6-naphthyridin-3-yl)amino]-4H,5H,6H,7H,8H-pyrazolo[1,5-d][1,4]diazepin-7-one FC(CN1C(CN2C(CC1)=CC(=N2)NC=2N=CC=1CCN(CC1C2)C2=C(C1=C(OCCN1)N=C2)C)=O)F